2-chloro-4-(1-(1-(2-cyanophenylsulfonyl)piperidin-4-yl)azetidin-3-ylamino)-N,N-dimethylbenzamide ClC1=C(C(=O)N(C)C)C=CC(=C1)NC1CN(C1)C1CCN(CC1)S(=O)(=O)C1=C(C=CC=C1)C#N